4-(2-chloropyrimidin-5-yl)-6-(1-methyl-1H-pyrazol-4-yl)pyrazolo[1,5-a]pyridine-3-carbonitrile ClC1=NC=C(C=N1)C=1C=2N(C=C(C1)C=1C=NN(C1)C)N=CC2C#N